1-(2-methylpyridin-3-yl)-2,4-dioxo-7-(trifluoromethyl)-1,2,3,4-tetrahydropyrido[2,3-d]pyrimidine-5-carboxylic acid CC1=NC=CC=C1N1C(NC(C2=C1N=C(C=C2C(=O)O)C(F)(F)F)=O)=O